COC=1C(=C2C=CNC2=C(C1)C)CN1C(CCCC1)C=1C=CC(=C2CCOC21)C(=O)O 7-(1-((5-methoxy-7-methyl-1H-indol-4-yl)methyl)piperidin-2-yl)-2,3-dihydrobenzofuran-4-carboxylic acid